BrC=1C=CC(=NC1)N(CCC1=CN(C2=CC=CC=C12)C)C 5-bromo-N-methyl-N-(2-(1-methyl-1H-indol-3-yl)ethyl)pyridin-2-amine